5-[(2,5-dioxopyrrolidin-1-yl)oxy]-5-oxopentanoic acid O=C1N(C(CC1)=O)OC(CCCC(=O)O)=O